2,3-dehydro-2-deoxy-N-acetylneuraminic acid CC(=O)N[C@@H]1[C@H](C=C(O[C@H]1[C@@H]([C@@H](CO)O)O)C(=O)O)O